NCC1=C(C=C(C=C1)C1=NC=NN2C1=CC(=C2)N2CC(C2)(CO)CO)C (1-(4-(4-(aminomethyl)-3-methylphenyl)pyrrolo[2,1-f][1,2,4]triazin-6-yl)azetidine-3,3-diyl)dimethanol